COC=1C=C(N=NC1OC)C1=CC=C(C=C1)CNC1(CCCC1)O ({[4-(5,6-dimethoxypyridazin-3-yl)phenyl]methyl}amino)cyclopentan-1-ol